CC1=NNC2=C(C=C(C=C12)C)S(=O)(=O)Cl 3,5-dimethyl-1H-indazole-7-sulfonyl chloride